10,11-dimethyl-10H-pyrido[3,4-b]carbazol-7-ol CN1C2=CC=C(C=C2C=2C=C3C(=C(C12)C)C=NC=C3)O